C(=CC)N1CC(CC1)C1=C2N(N=C1)C(=C(N2)C2=CC=C(C=C2)OC2=CC=C(C=C2)OC)C(=O)N 7-(1-propenylpyrrolidin-3-yl)-2-(4-(4-methoxyphenoxy)phenyl)-1H-imidazo[1,2-b]pyrazole-3-carboxamide